(5-(pent-4-en-1-yloxy)pyridine-3-yl)boric acid C(CCC=C)OC=1C=C(C=NC1)OB(O)O